N-methoxy-N-methyl-1H-pyrrolo[2,3-b]pyridine-3-carboxamide CON(C(=O)C1=CNC2=NC=CC=C21)C